(S)-tert-butyl 1-(1H-imidazol-1-yl)-1-oxo-5-ureidopentan-2-ylcarbamate N1(C=NC=C1)C([C@H](CCCNC(=O)N)NC(OC(C)(C)C)=O)=O